O[C@]12[C@@H]3[C@H]([C@H]4[C@@H]5CC[C@H]([C@@H]([C@@H](CC(=C(C(=O)O)C)C)O)C)[C@]5(CC[C@@H]4[C@]2(C(C=CC1)=O)C)C)O3 (5α,6α,7α,22R)-6,7-Epoxy-5,22-dihydroxy-1-oxo-ergosta-2,24-dien-26-oic acid